C1(=CC=CC=C1)C1=NC(=CC(=C1)C1=CC=C(C=C1)C1=C(C(=NC(=C1)N1C=2C=CC=CC2C=2C3=C(C=CC12)C=CC=C3)N3C=1C=CC=CC1C=1C2=C(C=CC31)C=CC=C2)N2C=3C=CC=CC3C=3C1=C(C=CC23)C=CC=C1)C1=CC=CC=C1 7,7',7''-(4-(4-(2,6-diphenylpyridin-4-yl)phenyl)pyridine-2,3,6-triyl)tris(7H-benzo[c]carbazole)